Methyl 4-(1-aminoethyl)-3-chlorobenzoate NC(C)C1=C(C=C(C(=O)OC)C=C1)Cl